N-[(1S)-1-[[[(1S)-2-amino-2-oxo-1-[[(3S)-2-oxopyrrolidin-3-yl]methyl]ethyl]amino]methyl]-3,3-dimethyl-butyl]-4-methoxy-1H-indole-2-carboxamide NC([C@H](C[C@H]1C(NCC1)=O)NC[C@H](CC(C)(C)C)NC(=O)C=1NC2=CC=CC(=C2C1)OC)=O